BrC=1N=C2C(=NC(=NN2C1)N(C)CCCC)N(CC1=CC=C(C=C1)OC)CC1=CC=C(C=C1)OC bromo-N2-butyl-N4,N4-bis(4-methoxybenzyl)-N2-methylimidazo[2,1-f][1,2,4]triazine-2,4-diamine